COC1=CC=C(CN2N=CC(=C2C=2C=NN3C2NC(CC3)C)N)C=C1 1-(4-methoxybenzyl)-5-(5-methyl-4,5,6,7-tetrahydropyrazolo[1,5-a]pyrimidin-3-yl)-1H-pyrazol-4-amine